(1R,5S)-3-(7-bromo-2-chloro-6-cyano-8-fluoroquinazolin-4-yl)-3,8-diazabicyclo[3.2.1]octane-8-carboxylic acid tert-butyl ester C(C)(C)(C)OC(=O)N1[C@H]2CN(C[C@@H]1CC2)C2=NC(=NC1=C(C(=C(C=C21)C#N)Br)F)Cl